tert-butyl 3-(6-{8-cyano-2-methylimidazo[1,2-a]pyridin-6-yl}-8-methoxy-1-oxoisoquinolin-2-yl)pyrrolidine-1-carboxylate C(#N)C=1C=2N(C=C(C1)C=1C=C3C=CN(C(C3=C(C1)OC)=O)C1CN(CC1)C(=O)OC(C)(C)C)C=C(N2)C